1,2,3,5-tetramercapto-benzene SC1=C(C(=CC(=C1)S)S)S